N=1N=CN2C1C1=C(OCCC2)C(=CC=C1)NC1=C(N=NC(=C1)NC1=NC=C(C=C1)F)C(=O)NC 4-((6,7-dihydro-5H-benzo[b][1,2,4]triazolo[3,4-d][1,5]oxazocin-9-yl)amino)-6-((5-fluoropyridin-2-yl)amino)-N-methylpyridazine-3-carboxamide